FC=1C=C(C=CC1F)[C@H]1N([C@H](CC1)C)C(CN1C(O[C@@]2(C1=O)CCC1=CC(=C(C=C12)F)NC(=O)NC)=O)=O 1-((S)-3'-(2-((2S,5S)-2-(3,4-difluorophenyl)-5-methylpyrrolidin-1-yl)-2-oxoethyl)-6-fluoro-2',4'-dioxo-2,3-dihydrospiro[indene-1,5'-oxazolidine]-5-yl)-3-methylurea